5-amino-3-iminopyridine NC1=CC(CN=C1)=N